CN1C(C2C(C(=C1)C(=O)OC)CC=C2CN2CCN(CC2)C2=NC=CC=N2)=O methyl 2-methyl-1-oxo-7-((4-(pyrimidin-2-yl) piperazin-1-yl) methyl)-2,4a,5,7a-tetrahydro-1H-cyclopenta[c]pyridine-4-carboxylate